COC=CCC1=CC=CC=C1 (3-methoxyallyl)benzene